BrCC(=O)C1CN(CCC1)C(=O)OC(C)(C)C tert-butyl 3-(2-bromoacetyl)piperidine-1-carboxylate